3-(((4-cyano-2-((2-fluoro-4-iodophenyl)amino)benzamido)oxy)methyl)azetidine-1-carboxylic acid tert-butyl ester C(C)(C)(C)OC(=O)N1CC(C1)CONC(C1=C(C=C(C=C1)C#N)NC1=C(C=C(C=C1)I)F)=O